3-[6-[4-(4-methylpiperazin-1-yl)phenyl]imidazo[1,2-a]pyrazin-3-yl]phenol CN1CCN(CC1)C1=CC=C(C=C1)C=1N=CC=2N(C1)C(=CN2)C=2C=C(C=CC2)O